N1=C(C=CC(=C1)C(=O)OC[C@]1(N2CCC(C1=O)CC2)COC)C(=O)OC[C@]2(N1CCC(C2=O)CC1)COC bis(((1S,2R,4S)-2-(methoxymethyl)-3-oxoquinuclidin-2-yl)methyl) pyridine-2,5-dicarboxylate